(1R,3S,4S)-2-(cyclohexylsulfonyl)-3-(5-(2-(pyridin-4-yl)ethyl)-4H-1,2,4-triazole-3-yl)-2-azabicyclo[2.2.1]heptane C1(CCCCC1)S(=O)(=O)N1[C@@H]2CC[C@H]([C@H]1C1=NN=C(N1)CCC1=CC=NC=C1)C2